NC1(CCC1)C1=CC=C(C=C1)N1C(=NC=2C1=NC(=CC2)C=2C=C(C=CC2)CCC(=O)NCCCCCNC2=C1C(N(C(C1=CC=C2)=O)C2C(NC(CC2)=O)=O)=O)C=2C(=NC=CC2)N 3-(3-(3-(4-(1-aminocyclobutyl)phenyl)-2-(2-aminopyridin-3-yl)-3H-imidazo[4,5-b]pyridin-5-yl)phenyl)-N-(5-((2-(2,6-dioxopiperidin-3-yl)-1,3-dioxoisoindolin-4-yl)amino)pentyl)propanamide